(3R)-3-[(1S)-2-tert-butoxy-1-[[3-(hydroxymethyl)phenyl]methyl]-2-oxoethyl]pyrrolidine-1-carboxylic acid tert-butyl ester C(C)(C)(C)OC(=O)N1C[C@H](CC1)[C@@H](C(=O)OC(C)(C)C)CC1=CC(=CC=C1)CO